CC1=CN(C(=O)NC1=O)[C@H]2C[C@@H]([C@H](O2)COP(=O)(O)OP(=O)(O)O)O The molecule is a thymidine phosphate having a diphosphate group at the 5'-position. It has a role as an Escherichia coli metabolite and a mouse metabolite. It is a pyrimidine 2'-deoxyribonucleoside 5'-diphosphate and a thymidine phosphate. It is a conjugate acid of a dTDP(3-).